C(C)(C)(C)OC(=O)N1CC2=CC=C(C=C2C1)C=1OC=CN1 5-(oxazol-2-yl)isoindoline-2-carboxylic acid tert-butyl ester